CN1C[C@@H]2[C@@H](OCCN2C2=CC=C(N=N2)C2=C(C=C(C=C2C)Cl)O)CC1 2-[6-[(4aR,8aS)-6-methyl-3,4a,5,7,8,8a-hexahydro-2H-pyrido[4,3-b][1,4]oxazin-4-yl]pyridazin-3-yl]-5-chloro-3-methyl-phenol